1-(6-(4-(pyridin-2-yl)thiazol-2-ylamino)pyridin-3-yl)piperidine-3-carboxylic acid N1=C(C=CC=C1)C=1N=C(SC1)NC1=CC=C(C=N1)N1CC(CCC1)C(=O)O